1,1,2,3,4,5-hexaphenyl-silole methyl-3-((2-chloro-3-((dimethyl(oxo)-λ6-sulfanylidene)amino)phenyl)thio)propanoate COC(CCSC1=C(C(=CC=C1)N=S(=O)(C)C)Cl)=O.C1(=CC=CC=C1)[Si]1(C(=C(C(=C1C1=CC=CC=C1)C1=CC=CC=C1)C1=CC=CC=C1)C1=CC=CC=C1)C1=CC=CC=C1